3,3'-iminobis(5-hexyl-1H-1,2,4-triazole) N(C1=NNC(=N1)CCCCCC)C1=NNC(=N1)CCCCCC